4-[(methoxycarbonyl)amino]piperidine COC(=O)NC1CCNCC1